N-(4-methoxy-5-((6-((R)-3-(3-methoxyphenyl)isoxazolidine-2-yl)pyrimidine-4-yl)amino)-2-(4-methylpiperazine-1-yl)phenyl)acrylamide COC1=CC(=C(C=C1NC1=NC=NC(=C1)N1OCC[C@@H]1C1=CC(=CC=C1)OC)NC(C=C)=O)N1CCN(CC1)C